tert-Butyl (S)-2-((S)-2-amino-6-(3-((5-((3aS,4S,6aR)-2-oxohexahydro-1H-thieno[3,4-d]imidazol-4-yl)pentyl)thio)propanamido)hexanamido)-6-diazo-5-oxohexanoate N[C@H](C(=O)N[C@H](C(=O)OC(C)(C)C)CCC(C=[N+]=[N-])=O)CCCCNC(CCSCCCCC[C@@H]1SC[C@@H]2NC(N[C@@H]21)=O)=O